C(CCC)(=O)NC1=C(C=C(C=C1)[N+](=O)[O-])CN1N=C(N=N1)CC=1N=NN(N1)CC=1C=C(C2=CC=CC=C2C1)C(=O)O 3-{[5-({2-[(2-butanamido-5-nitrophenyl)methyl]-2H-1,2,3,4-tetrazol-5-yl}methyl)-2H-1,2,3,4-tetrazol-2-yl]methyl}naphthalene-1-carboxylic acid